6-((1R,2R)-2-(1-Methyl-1H-pyrazol-5-yl)cyclobutyl)-4-oxo-1-((S)-1-(6-(trifluoromethyl)pyridin-3-yl)ethyl)-4,5-dihydro-1H-pyrazolo[3,4-d]pyrimidin-3-carbonitril CN1N=CC=C1[C@H]1[C@@H](CC1)C=1NC(C2=C(N1)N(N=C2C#N)[C@@H](C)C=2C=NC(=CC2)C(F)(F)F)=O